2,2-dimethyl-4,8-dioxo-3,12,15-trioxa-9-azaoctadecan-18-oic acid CC(C)(OC(CCCC(NCCOCCOCCC(=O)O)=O)=O)C